gold-nickel-gold [Au].[Ni].[Au]